1-(methylsulfonamido)-1H-imidazole-5-carboxylic acid CS(=O)(=O)NN1C=NC=C1C(=O)O